ClC=1C(=C(C(=C(OCC(=O)O)C1)F)C(C)C)CC1=CC(=C(C=C1)O)C(C)C 2-(5-chloro-2-fluoro-4-(4-hydroxy-3-isopropylphenylmethyl)-3-isopropylphenoxy)acetic acid